3-(trifluoromethoxy)cyclobutanamine FC(OC1CC(C1)N)(F)F